7-iodo-5'-O-tert-butyldimethylsilyl-3'-O-methylthiomethyl-2'-deoxyadenosine I[N+]1=CN([C@H]2C[C@H](OCSC)[C@@H](CO[Si](C)(C)C(C)(C)C)O2)C=2N=CN=C(C12)N